C(C)OP(OCC)(=O)CC1=CC=C(C=C1)OC1=CC=NC2=NC(=CC=C12)OC diethyl(4-((7-methoxy-1,8-naphthyridin-4-yl)oxy)benzyl)phosphonate